C(N)(=O)C1=C(C=CC(=C1)F)NC(=O)C1CC(C1)CN1CCN(CC1)C=1C=CC(=NC1F)C(=O)NC 5-(4-((3-((2-carbamoyl-4-fluorophenyl)carbamoyl)cyclobutyl)methyl)piperazin-1-yl)-6-fluoro-N-methylpicolinamide